5-(2-ethoxyphenyl)-4H-[1,2,4]-triazole-3-thiol C(C)OC1=C(C=CC=C1)C=1NC(=NN1)S